Methyl-(R)-lactat COC([C@H](O)C)=O